6-(4,4,5,5-tetramethyl-1,3,2-dioxaborolan-2-yl)-1H-indole CC1(OB(OC1(C)C)C1=CC=C2C=CNC2=C1)C